OC1=CC=C(C=C1)C(C)(CCCCCCC)C1=CC=C(C=C1)O 2,2-Bis(4-hydroxyphenyl)n-nonane